tri(2-carboxyethyl)phosphine hydrochloride Cl.C(=O)(O)CCP(CCC(=O)O)CCC(=O)O